BENZOFURANCARBOXAMIDE O1C(=CC2=C1C=CC=C2)C(=O)N